dimethyl-5,5'-methylenedianthranilic acid CN(C=1C(C(=O)O)=CC(=CC1)CC1=CC=C(C(C(=O)O)=C1)N)C